di-(2-ethylhexyl) isophthalate C(C1=CC(C(=O)OCC(CCCC)CC)=CC=C1)(=O)OCC(CCCC)CC